Dimethyl biphenyl-4,4'-dicarboxylate C1(=CC=C(C=C1)C(=O)OC)C1=CC=C(C=C1)C(=O)OC